O=C1NC=C(C2=CC=C(C=C12)O[C@@H](C(=O)N1[C@@H](COCC1)C(=O)O)C)C1=C(C=CC=C1)C (S)-4-((R)-2-((1-oxo-4-(o-tolyl)-1,2-dihydroisoquinolin-7-yl)oxy)propanoyl)morpholine-3-carboxylic acid